C(C)(=O)[O-].C(CCCCCCC)[NH+]1C(=CC=C1)CCCC 1-octyl-2-butylpyrrolium acetate